ClC1=NC=C(C(=C1)C1=C(C=NC(=C1)C)C(=O)NC=1SC2=C(N1)[C@H](N(C2)C(C2=C(N=C(C=C2)C(F)(F)F)OC)=O)C)OC |o1:22| (R or S)-2'-chloro-5'-methoxy-N-(5-(2-methoxy-6-(trifluoromethyl)nicotinoyl)-4-methyl-5,6-dihydro-4H-pyrrolo[3,4-d]thiazol-2-yl)-6-methyl-[4,4'-bipyridine]-3-carboxamide